NC1=C2C(=NC=C1C(=O)N1C(CN(CC1)[C@H](C(=O)NC1=NC=C(N=C1)OC1=C(C=C(C=C1)F)F)C)(C)C)N(N=C2)C (S)-2-(4-(4-amino-1-methyl-1H-pyrazolo[3,4-b]pyridine-5-carbonyl)-3,3-dimethylpiperazin-1-yl)-N-(5-(2,4-difluorophenoxy)pyrazin-2-yl)propanamide